BrC=1SC2=C3C(CCCOC13)=C(NC2=O)CBr 1-bromo-5-(bromomethyl)-4,6,7,8-tetrahydro-3H-9-oxa-2-thia-4-azabenzo[cd]azulen-3-one